C[Ti](OCC)(OCC)OCC methyl-triethoxytitanium (iv)